ClC1=C(C=C(C=C1)F)C1(CC1)/C(/N)=N/OC(=O)C1=NN(C(=C1)C(F)(F)F)C (Z)-1-(2-chloro-5-fluorophenyl)-N'-((1-methyl-5-(trifluoromethyl)-1H-pyrazole-3-carbonyl)oxy)cyclopropane-1-carboximidamide